C1(CC1)C1=NNC(=N1)C1CC2(CN(C2)C(=O)N2CC3(C2)CC(C3)CC3=NN(C=N3)CC(F)(F)F)C1 [6-(3-cyclopropyl-1H-1,2,4-triazol-5-yl)-2-azaspiro[3.3]heptan-2-yl]-[6-[[1-(2,2,2-trifluoroethyl)-1,2,4-triazol-3-yl]methyl]-2-azaspiro[3.3]heptan-2-yl]methanone